C(C)(C)(C)OC(=O)N1[C@@H](CCC1)C(C(C(=O)OCC)N1N=C2C(=C(C=C(C2=C1)Cl)Br)F)=O (2S)-2-(2-(6-bromo-4-chloro-7-fluoro-2H-indazol-2-yl)-3-ethoxy-3-oxopropionyl)pyrrolidine-1-carboxylic acid tert-butyl ester